1,1,1,3,3,3-hexafluoropropan-2-yl 1-(4-chloro-2-(4-(2-fluoroethyl) piperazin-1-yl) benzyl)-1,8-diazaspiro[4.5]decane-8-carboxylate ClC1=CC(=C(CN2CCCC23CCN(CC3)C(=O)OC(C(F)(F)F)C(F)(F)F)C=C1)N1CCN(CC1)CCF